ClC1=C(C=C(C=C1)NC(=O)[C@@H]1C([C@H]1C1=CC(=C(C=C1)F)C(F)(F)F)(Cl)Cl)NC(C1=C(C(=C(C=C1)NC(CC(F)(F)F)=O)F)C)=O |r| trans-rac-N-(2-Chloro-5-(2,2-dichloro-3-(4-fluoro-3-(trifluoromethyl)phenyl)cyclopropane-1-carboxamido)phenyl)-3-fluoro-2-methyl-4-(3,3,3-trifluoropropanamido)benzamide